CC1(C(NCC1)=O)C=1OC(=NN1)C=1C(=NC=CC1)NC1=CC=C(C=C1)S(F)(F)(F)(F)F 3-Methyl-3-[5-[2-[4-(pentafluoro-lambda6-sulfanyl)anilino]-3-pyridyl]-1,3,4-oxadiazol-2-yl]pyrrolidin-2-one